di(hydroxyhexyl)urea OCCCCCCNC(NCCCCCCO)=O